(dibenzothioPhenylphenyl)bis(diphenylfluorenyl)amine C1(=CC=CC=2SC3=C(C21)C=CC=C3)C3=C(C=CC=C3)N(C3=C(C(=CC=2C1=CC=CC=C1CC32)C3=CC=CC=C3)C3=CC=CC=C3)C3=C(C(=CC=2C1=CC=CC=C1CC32)C3=CC=CC=C3)C3=CC=CC=C3